(R)-5-(3,3-dimethylthioureido)-2-methyl-N-(1-(naphthalen-1-yl)ethyl)benzamide CN(C(NC=1C=CC(=C(C(=O)N[C@H](C)C2=CC=CC3=CC=CC=C23)C1)C)=S)C